O1CNCC1 1,3-oxazolidine